(but-3-en-1-yloxy)isonicotinic acid C(CC=C)OC1=C(C(=O)O)C=CN=C1